3-amino-1-(4-phenyl-3,4-dihydro-2H-benzo[b][1,4]oxazin-6-yl)-6-((piperidin-4-ylamino)methyl)thieno[2,3-b]pyrazin-2(1H)-one NC=1C(N(C2=C(N1)SC(=C2)CNC2CCNCC2)C2=CC1=C(OCCN1C1=CC=CC=C1)C=C2)=O